(2R,5S)-5-(4-methoxybenzyl)pyrrolidine-1,2-dicarboxylic acid 1-(tert-butyl) 2-methyl ester COC(=O)[C@@H]1N([C@@H](CC1)CC1=CC=C(C=C1)OC)C(=O)OC(C)(C)C